C(CC)[SiH2]OCCCOCCC1=C(C=CC=C1)O propyl-(hydroxyphenyl)ethoxypropoxysilane